ClC1=NC(=NC=2CCCCC12)NS(=O)(=O)C1=CC=CC=C1 N-(4-chloro-5,6,7,8-tetrahydroquinazolin-2-yl)benzenesulfonamide